1-tert-Butoxycarbonyl-4-(1-methyl-1H-pyrazol-5-yl)piperidine C(C)(C)(C)OC(=O)N1CCC(CC1)C1=CC=NN1C